BrC=1C=C(C=C2C=NN(C12)CC(=O)O)Cl.FC(F)F trifluoromethane 2-(7-bromo-5-chloro-1H-indazol-1-yl)acetate